NC1=NC2=C3C(=CC=C2C(=N1)N)N(C=C3)CC=3C=C(C#N)C=CC3 3-((2,4-diamino-7H-pyrrolo[2,3-h]quinazolin-7-yl)methyl)benzonitrile